1-myristylpyridinium C(CCCCCCCCCCCCC)[N+]1=CC=CC=C1